methyl N,N-diisobutyl-P-phenylphosphonamidate C(C(C)C)N(P(OC)(=O)C1=CC=CC=C1)CC(C)C